COC(=O)[C@H]1N(C[C@H](C1)N=[N+]=[N-])C(=O)OC(C)(C)C (2S,4S)-4-azidopyrrolidine-1,2-dicarboxylic acid 1-(tert-butyl) 2-methyl ester